ClCC(=O)NC1CC1 2-Chloro-N-cyclopropyl-acetamide